CN1CC2=C(CC1)N=C(S2)C(=O)O 5-methyl-4,5,6,7-tetrahydro[1,3]thiazolo[5,4-c]pyridine-2-carboxylic acid